6-(4-chloro-3-cyclopropyl-3H-imidazo[4,5-c]pyridin-6-yl)-3,3-dimethyl-1-((1s,3s)-3-(piperidin-1-yl)cyclobutyl)indolin-2-one ClC1=NC(=CC2=C1N(C=N2)C2CC2)C2=CC=C1C(C(N(C1=C2)C2CC(C2)N2CCCCC2)=O)(C)C